O=C1OCCN1P(=O)(N1C(OCC1)=O)Cl bis(2-oxo-1,3-oxazolidin-3-yl)phosphinoyl chloride